C(C)(C)(C)OC(=O)N(C(OC(C)(C)C)=O)C=1C=NC=C(C1C)B1OC(C(O1)(C)C)(C)C tert-butyl N-tert-butoxycarbonyl-N-[4-methyl-5-(4,4,5,5-tetramethyl-1,3,2-dioxaborolan-2-yl)-3-pyridyl]carbamate